ClC1=NC=C(C(=O)NOC)C(=C1)NC1=C(C=C(C=C1)C)N(S(=O)(=O)C)C 6-chloro-N-methoxy-4-((4-methyl-2-(N-methylmethylsulfonamido)phenyl)amino)nicotinamide